CC1(C=2C=CC(=CC2C(CC1)(C)C)NC1=CC=2C(CCC(C2C=C1)(C)C)(C)C)C bis-(5,5,8,8-tetramethyl-5,6,7,8-tetrahydronaphthalen-2-yl)amine